BrC=1C=C2C(=CC(=NC2=C(C1)F)C(C)C)Cl 6-bromo-4-chloro-8-fluoro-2-isopropylquinoline